N1=CC=C(C=C1)C=1C=C2C(=NC1)C(NC2)=O 3-(pyridin-4-yl)-5,6-dihydro-7H-pyrrolo[3,4-b]pyridin-7-one